Tert-butyl (5-(6-(6-(2-(ethyl(isopropyl)carbamoyl)-4-fluorophenoxy)-1,2,4-triazin-5-yl)-2,6-diazaspiro[3.4]octan-2-yl)-6-methylheptyl)carbamate C(C)N(C(=O)C1=C(OC2=C(N=CN=N2)N2CC3(CN(C3)C(CCCCNC(OC(C)(C)C)=O)C(C)C)CC2)C=CC(=C1)F)C(C)C